6-(4-chlorophenyl)-2-(1-cyclopropylpyrazol-4-yl)pyrimidine-4-carboxylic acid ClC1=CC=C(C=C1)C1=CC(=NC(=N1)C=1C=NN(C1)C1CC1)C(=O)O